Iron ammonium iron ferricyanide [Fe-3](C#N)(C#N)(C#N)(C#N)(C#N)C#N.[Fe+2].[NH4+].[Fe+2]